SC1CCN(CC1)C(=O)OC(C)(C)C tert-butyl 4-mercaptopiperidin-1-carboxylate